C(C)C1=C(C=NC=C1)C(=O)NC1=CC(=C(OC2=CC=NC3=CC(=C(C=C23)OC)OCCN(C(OC(C)(C)C)=O)C)C(=C1)F)F tert-butyl N-[2-({4-[4-(4-ethylpyridine-3-amido)-2,6-difluorophenoxy]-6-methoxyquinolin-7-yl}oxy)ethyl]-N-methylcarbamate